4'-methoxy-6'-((S)-2-methylpiperazin-1-yl)-3,3'-bipyridin-6-amine citrate C(CC(O)(C(=O)O)CC(=O)O)(=O)O.COC1=C(C=NC(=C1)N1[C@H](CNCC1)C)C=1C=NC(=CC1)N